2-(3-biphenylyl)-4-chloro-6-phenyl-1,3,5-triazine C1(=CC(=CC=C1)C1=NC(=NC(=N1)Cl)C1=CC=CC=C1)C1=CC=CC=C1